3-methoxy-5-(5-(4-phenylpiperidin-1-yl)-1H-benzo[d]imidazol-2-yl)benzene-1,2-diol COC1=C(C(=CC(=C1)C1=NC2=C(N1)C=CC(=C2)N2CCC(CC2)C2=CC=CC=C2)O)O